FC(COC=1C=C(C(=NC1)C1=CC2=C(N(C(OC2)=O)CC(C(F)(F)F)(F)F)C=N1)S(=O)(=O)CC)(C)F 6-[5-(2,2-difluoropropoxy)-3-ethylsulfonyl-2-pyridyl]-1-(2,2,3,3,3-pentafluoropropyl)-4H-pyrido[3,4-d][1,3]oxazin-2-one